COC(=O)C1=CC=C2C(=NN(C2=C1)C(C)C)C1=CC=CC=C1.OCC(=O)NC1=CC(=C(C=C1)C=1C=C2C(=NC1)NC=C2)OC 2-hydroxy-N-(3-methoxy-4-(1H-pyrrolo[2,3-b]pyridin-5-yl)phenyl)acetamide methyl-1-isopropyl-3-phenyl-1H-indazole-6-carboxylate